2-bromo-4-((3-(2-fluorophenyl)-5-methyl-5,6-dihydropyrrolo[3,4-c]pyrazol-2(4H)-yl)methyl)phenol BrC1=C(C=CC(=C1)CN1N=C2C(=C1C1=C(C=CC=C1)F)CN(C2)C)O